tert-butyl (S)-(2-phenyl-2-((4-(trifluoromethoxy)phenyl)sulfonamido) ethyl)carbamate C1(=CC=CC=C1)[C@@H](CNC(OC(C)(C)C)=O)NS(=O)(=O)C1=CC=C(C=C1)OC(F)(F)F